FC1=C(C(=CC=C1)NC(C)C)S(=O)(=O)N 2-fluoro-6-[(propan-2-yl)amino]benzene-1-sulfonamide